N1CCC(CC1)C1=CNC2=NC=C(N=C21)N[C@H]2COCC2 |r| (rac)-7-(4-piperidyl)-N-tetrahydrofuran-3-yl-5H-pyrrolo[2,3-b]pyrazin-2-amine